(2R,3R,11bR)-3-(2,2-dimethylpropyl)-9-[2-hydroxy-3-(morpholin-4-yl)propoxy]-10-methoxy-1H,2H,3H,4H,6H,7H,11bH-pyrido[2,1-a]isoquinolin-2-ol CC(C[C@H]1[C@@H](C[C@H]2N(CCC3=CC(=C(C=C23)OC)OCC(CN2CCOCC2)O)C1)O)(C)C